C(C)O/C=C/C=1C(=CC(N(C1)C(C(=O)OCC)CCC(C)C)=O)C(F)(F)F (E)-ethyl 2-(5-(2-ethoxyvinyl)-2-oxo-4-(trifluoromethyl)pyridin-1(2H)-yl)-5-methylhexanoate